COC1=C(CNC2=NC(=C3NC=NC3=N2)N)C=CC=C1OC 2-(2,3-dimethoxybenzylamino)-6-aminopurine